C1=NCC(C2=CC=CC=C12)C(=O)O 3,4-dihydroisoquinoline-4-carboxylic acid